2-({7-amino-1-oxo-4-[3-(pyridin-3-yl)-1H-indazol-5-yl]-2,3-dihydro-1H-isoindol-2-yl}methyl)prop-2-enamide NC=1C=CC(=C2CN(C(C12)=O)CC(C(=O)N)=C)C=1C=C2C(=NNC2=CC1)C=1C=NC=CC1